NC1=C(C(=NN1C1CCOCC1)C1=C(C=C(C=C1)CNC(C1=C(C=CC(=C1)F)OC)=O)F)C(=O)N 5-amino-3-[2-fluoro-4-[[(5-fluoro-2-methoxy-benzoyl)amino]methyl]phenyl]-1-tetrahydropyran-4-yl-pyrazole-4-carboxamide